FC1=CC(=C(OC=2C=C(SC2)CC(C)(O)C)C(=C1)C)C 1-(4-(4-fluoro-2,6-dimethylphenoxy)thiophen-2-yl)-2-methylpropan-2-ol